1,1-dimethylethyl 5-[[(1,1-dimethylethoxy)carbonyl] [2-[3-[(4-morpholinylcarbonyl)amino]phenyl]-4-pyrimidinyl] amino]-1H-indazole-1-carboxylate CC(C)(OC(=O)N(C=1C=C2C=NN(C2=CC1)C(=O)OC(C)(C)C)C1=NC(=NC=C1)C1=CC(=CC=C1)NC(=O)N1CCOCC1)C